(5E)-3-amino-5-(5-amino-2,6-dioxopyridin-3-ylidene)pyridine-2,6-dione NC=1C(NC(/C(/C1)=C\1/C(NC(C(=C1)N)=O)=O)=O)=O